(S)-2-(2-(3-(ethoxymethyl)-1-(2-(6-methylpyridin-3-yl)propan-2-yl)pyrrolidin-3-yl)ethyl)imidazo[5,1-b][1,3,4]thiadiazole C(C)OC[C@@]1(CN(CC1)C(C)(C)C=1C=NC(=CC1)C)CCC1=NN2C(S1)=CN=C2